1-((2S,4S)-4-(4-amino-3-((1-ethyl-6-fluoro-1H-benzo[d]imidazol-5-yl)ethynyl)-1H-pyrazolo[4,3-c]pyridin-1-yl)-2-methylpyrrolidin-1-yl)prop-2-en-1-one NC1=NC=CC2=C1C(=NN2[C@H]2C[C@@H](N(C2)C(C=C)=O)C)C#CC2=CC1=C(N(C=N1)CC)C=C2F